COC(=O)C=1C=C2[C@H]([C@@H]([C@@H](NC2=CC1)CC)C)N=[N+]=[N-].C(C(=C)C)(=O)OCCC(OC(NCCCCCCN(C(=O)OC(C)(C)C)C)=O)(C)CCOC(C(=C)C)=O Di(methacryloxyethyl)trimethylhexamethylenediurethane Methyl-(2S,3R,4S)-4-azido-2-ethyl-3-methyl-1,2,3,4-tetrahydroquinoline-6-carboxylate